C(=C)[Si](OC(C)CC)(OC(C)CC)OC(C)CC vinyltri-sec-butoxysilane